FC1=CC=C(C=C1)C(N1C[C@@H](N(C[C@H]1C)C=1C2=C(N=C(N1)Cl)N(N=N2)C[C@@H]2OCCC2)C)C2=CC=C(C=C2)F 7-((2S,5R)-4-(Bis(4-fluorophenyl)methyl)-2,5-dimethylpiperazin-1-yl)-5-chloro-3-(((R)-tetrahydrofuran-2-yl)methyl)-3H-[1,2,3]triazolo[4,5-d]pyrimidine